7-(8-ethylnaphthalen-1-yl)-2-((hexahydro-1H-pyrrolizin-7a-yl)methoxy)-4-methoxy-5,6,7,8-tetrahydropyrido[3,4-d]pyrimidine C(C)C=1C=CC=C2C=CC=C(C12)N1CC=2N=C(N=C(C2CC1)OC)OCC12CCCN2CCC1